tert-butyl 3-(pyrazin-2-yl)azetidine-1-carboxylate N1=C(C=NC=C1)C1CN(C1)C(=O)OC(C)(C)C